8-fluoro-4-isopropoxyquinoline FC=1C=CC=C2C(=CC=NC12)OC(C)C